C(C)(C)(C)NC(=O)NCC1=CN=C2N1N=C(C=C2)C2=C(N=CN2CC(F)F)C2=CC=C(C=C2)F 1-(tert-butyl)-3-((6-(1-(2,2-difluoro-ethyl)-4-(4-fluorophenyl)-1H-imidazol-5-yl)imidazo[1,2-b]pyridazin-3-yl)methyl)urea